FC1=C2CN(C(C2=CC=C1C[C@H]1OCCC[C@@H]1NC1CCC=2C=NNC2C1)=O)C1C(NC(CC1)=O)=O 3-(4-fluoro-1-oxo-5-(((2R,3S)-3-((4,5,6,7-tetrahydro-1H-indazol-6-yl)amino)tetrahydro-2H-pyran-2-yl)methyl)isoindolin-2-yl)piperidine-2,6-dione